5-(4-fluoro-1-isopropyl-2-methyl-1H-benzo[d]imidazol-6-yl)-N-(trans-4-morpholinocyclohexyl)pyrrolo[2,1-f][1,2,4]triazin-2-amine FC1=CC(=CC=2N(C(=NC21)C)C(C)C)C=2C=CN1N=C(N=CC12)N[C@@H]1CC[C@H](CC1)N1CCOCC1